phenyl-piperazin-2-one tert-butyl-3-((4-((3-chloro-2-fluorophenyl)amino)-6-nitroquinazolin-7-yl)ethynyl)-3-methylpiperidine-1-carboxylate C(C)(C)(C)OC(=O)N1CC(CCC1)(C)C#CC1=C(C=C2C(=NC=NC2=C1)NC1=C(C(=CC=C1)Cl)F)[N+](=O)[O-].C1(=CC=CC=C1)N1C(CNCC1)=O